(2S)-2-[methyl-[(2-methylpropan-2-yl)oxycarbonyl]amino]pent-4-enoic acid CN([C@H](C(=O)O)CC=C)C(=O)OC(C)(C)C